tert-butyl 4-(4-(1,3-dioxolan-2-yl)-3-fluorophenyl)piperazin-1-carboxylate O1C(OCC1)C1=C(C=C(C=C1)N1CCN(CC1)C(=O)OC(C)(C)C)F